C1C=C2/C=C\3/C=CC(=N3)/C=C\4/C=C/C(=C/C5=N/C(=C\C1N2)/C=C5)/N4 dihydroporphyrin